C(=O)(C(=O)O)CC(=O)O Oxaloethanoic acid